FC(C(=O)O)(F)F.NC1=NC=NN2C1=NC=C2C=2C=C1CN(C(C1=C(C2)C(C(F)(F)F)(CO)O)=O)[C@@H](C)C2CC2 5-(4-Aminoimidazo[2,1-f][1,2,4]triazin-7-yl)-2-((S)-1-cyclopropylethyl)-7-(1,1,1-trifluoro-2,3-dihydroxypropan-2-yl)isoindolin-1-one, trifluoroacetate salt